N,N-dimethyl-1-(2-dodecyloxy-5-ethyl-3-methoxyphenyl)methylamine-N-oxide C[N+](C)(CC1=C(C(=CC(=C1)CC)OC)OCCCCCCCCCCCC)[O-]